1-[4-(cyanomethyl)-1-[(3-cyano-4-phenyl-phenyl)methyl]-4-piperidyl]-3-(cyclopropanecarbonylamino)pyrazole-4-carboxamide C(#N)CC1(CCN(CC1)CC1=CC(=C(C=C1)C1=CC=CC=C1)C#N)N1N=C(C(=C1)C(=O)N)NC(=O)C1CC1